(1R)-2-(4-{6-chloro-2-[(1-cyclopropyl-5-methyl-1H-pyrazol-4-yl)amino]quinazolin-7-yl}piperidin-1-yl)-1-(2-fluorophenyl)ethan-1-ol ClC=1C=C2C=NC(=NC2=CC1C1CCN(CC1)C[C@H](O)C1=C(C=CC=C1)F)NC=1C=NN(C1C)C1CC1